OC(CN1C(CN(CC1)CC(C)O)C)C N,N'-bis-(2-hydroxypropyl)-2-methylpiperazine